FC(C(C(F)(F)F)(O)C=1SC=CN1)(F)F 2-(1,1,1,3,3,3-hexafluoro-2-hydroxypropan-2-yl)thiazol